methyl-(2-cyanopyridinium) tetrakis(pentafluorophenyl)borate FC1=C(C(=C(C(=C1[B-](C1=C(C(=C(C(=C1F)F)F)F)F)(C1=C(C(=C(C(=C1F)F)F)F)F)C1=C(C(=C(C(=C1F)F)F)F)F)F)F)F)F.C[N+]1=C(C=CC=C1)C#N